NC[C@@]12[C@@H]([C@@H]([C@H](C(OC1)O2)N2C=NC=C2)O)O (1S,2R,3R,4R)-1-(Aminomethyl)-4-(1H-imidazol-1-yl)-6,8-dioxabicyclo[3.2.1]octane-2,3-diol